FC(S(=O)(=O)N[C@@H]1[C@@H](N(CCC1)C(=O)OC(C)C)CO[C@@H]1C[C@@H]2C[C@@]2(CC1)C1=NC=C(C=N1)F)F isopropyl (2R,3S)-3-((difluoromethyl)sulfonamido)-2-((((1S,3S,6R)-6-(5-fluoropyrimidin-2-yl)bicyclo[4.1.0]heptan-3-yl)oxy)methyl)piperidine-1-carboxylate